7-(1-((4-(Aminomethyl)benzoyl)amino)ethyl)-3-(6-(morpholin-4-ylmethyl)pyridin-3-yl)-1H-indole-2-carboxylic acid NCC1=CC=C(C(=O)NC(C)C=2C=CC=C3C(=C(NC23)C(=O)O)C=2C=NC(=CC2)CN2CCOCC2)C=C1